C(C)(C)(C)[C@@]1(N(CCC1)C(=O)OCCOCCOCCN)C1=C(C=CC=C1)C1=CC(OCC1)(C)C 2-(2-(2-Aminoethoxy)ethoxy)ethan-1-ol tert-butyl-(2R)-2-[2-(2,2-dimethyl-5,6-dihydropyran-4-yl)phenyl]pyrrolidine-1-carboxylate